N-(4-chlorobenzyl)-1H-benzimidazol-2-amine ClC1=CC=C(CNC2=NC3=C(N2)C=CC=C3)C=C1